ClC=1C=C2C(=CN=C(C2=CN1)N1C(CC1)C(F)F)C(C)C 6-chloro-1-(2-(difluoromethyl)azetidin-1-yl)-4-isopropyl-2,7-naphthyridine